3-[(4-Chlorophenyl)carbonyl]-7,8-dihydroxy-2H-chromen-2-one ClC1=CC=C(C=C1)C(=O)C=1C(OC2=C(C(=CC=C2C1)O)O)=O